The molecule is a long-chain fatty acid ethyl ester resulting from the formal condensation of the carboxy group of cis-vaccenic acid with the hydroxy group of ethanol. It derives from a cis-vaccenic acid. CCCCCC/C=C\\CCCCCCCCCC(=O)OCC